19-chloro-4,6,8,10,12,14,16-heptamethyl-nonadecyloxy benzyl-methyl ether C(C1=CC=CC=C1)COOCCCC(CC(CC(CC(CC(CC(CC(CCCCl)C)C)C)C)C)C)C